C(C)(C)C1=NOC(=N1)N1CCC(CC1)OC1=NN2C(S1)=NC(=C2)COC2=CC=C(C=C2)S(=O)(=O)C 3-isopropyl-5-(4-((6-((4-(methylsulfonyl)phenoxy)methyl)imidazo[2,1-b][1,3,4]thiadiazol-2-yl)oxy)piperidin-1-yl)-1,2,4-oxadiazole